(p-tolylamino)benzoic acid methyl ester COC(C1=C(C=CC=C1)NC1=CC=C(C=C1)C)=O